(5S,6S)-5-Hydroxy-6-((S)-5H-imidazo[5,1-a]isoindol-5-yl)-5,6,7,8-tetrahydronaphthalen-2-carbonitril O[C@@H]1C=2C=CC(=CC2CC[C@H]1[C@@H]1N2C(C3=CC=CC=C13)=CN=C2)C#N